4-[(2-bromophenoxy)methyl]1,3-dihydroimidazol-2-one BrC1=C(OCC=2NC(NC2)=O)C=CC=C1